CC(C)(C#CC(C)(OOC(=O)OC(C)C)C)OOC(=O)OC(C)C 2,5-dimethyl-2,5-bis(isopropoxycarbonyl-peroxy)hexyne